FC=1C=C(C(=NC1)OS(=O)(=O)C(F)(F)F)[C@@H]1N(CCC1)C1=NC=2N(C=C1)N=CC2C(=O)OCC (R)-ethyl 5-(2-(5-fluoro-2-(trifluoromethyl-sulfonyloxy)pyridin-3-yl)pyrrolidin-1-yl)pyrazolo[1,5-a]pyrimidine-3-carboxylate